(R)-1-(5-bromothiophen-2-yl)ethylamine BrC1=CC=C(S1)[C@@H](C)N